BrC=1C=C(C(N(C1)C)=O)NC1=NN2C(CN(CC2)C(=O)OC(C)(C)C)=C1 tert-butyl 2-(5-bromo-1-methyl-2-oxo-1,2-dihydropyridin-3-ylamino)-6,7-dihydropyrazolo[1,5-a]pyrazine-5(4H)-carboxylate